(S)-N-(3-chloro-4-fluorophenyl)-1-(6-methyl-4-(trifluoromethyl)pyridin-2-yl)-N-(3-(4-methylpiperazin-1-yl)propyl)pyrrolidine-2-carboxamide ClC=1C=C(C=CC1F)N(C(=O)[C@H]1N(CCC1)C1=NC(=CC(=C1)C(F)(F)F)C)CCCN1CCN(CC1)C